1-(3-chloro-4-{2-[2-(methylamino)ethoxy]ethyl}phenyl)-3-{[2-(2,6-dioxopiperidin-3-yl)-1-oxo-3H-isoindol-5-yl]methyl}urea ClC=1C=C(C=CC1CCOCCNC)NC(=O)NCC=1C=C2CN(C(C2=CC1)=O)C1C(NC(CC1)=O)=O